N-α-linolenoyl-arginine C(CCCCCCC\C=C/C\C=C/C\C=C/CC)(=O)N[C@@H](CCCNC(N)=N)C(=O)O